CS(=O)(=O)C1=CC=C(C=C1)C=1OC=CC1C1=CC=C(C=C1)C [4-(methylsulfonyl)phenyl]-3-(p-tolyl)furan